C(C=C)(=O)N.C(C)(C)(C)C=1C=C(C=C(C1O)C(C)(C)C)CCC(=O)O 3-(3,5-di-tert-butyl-4-hydroxyphenyl)propionic acid acrylamide